FC(OC=1C=CC2=C(O[C@H]3CCN[C@@H]2C3)C1)(F)F (2S,6R)-9-(trifluoromethoxy)-3,4,5,6-tetrahydro-2H-2,6-methanobenzo[b][1,5]oxazocine